C(C1=CC=CC=C1)SC1(N=NN=N1)CC#N 5-benzylthiotetrazoleacetonitrile